C(C)(C)(C)C1=C(C(=CC(=C1)C(C)(C)C)C=1C(=C(C=C(C1)C(C)(C)C)C(C)(C)C)O)O 3,3',5,5'-tetra-t-butylbiphenyl-2,2'-diol